COC1=CC=C(C=C1)C(C)N1S(C2=C(C1=O)C=CC=C2)(=O)=O 2-(1-(4-methoxyphenyl)ethyl)benzo[d]isothiazol-3(2H)-one 1,1-dioxide